C[C@@H]1N(CCCC1)C1=NC(=CC(=N1)N1C[C@H]2C([C@H]2C1)CSC=1SC2=C(N1)C=CC=C2)C(F)(F)F 2-((((1R,5S,6S)-3-(2-((S)-2-methylpiperidin-1-yl)-6-(trifluoromethyl)pyrimidin-4-yl)-3-azabicyclo[3.1.0]hexan-6-yl)methyl)thio)benzo[d]thiazole